BrC(C=1C=C(C=CC1)C1=NN(C(=C1O)C)C)(Br)Br 3-(3-(tribromomethyl)phenyl)-1,5-dimethylpyrazol-4-ol